N1C(CCC2=CN=CC=C12)=O 3,4-dihydro-1,6-naphthyridin-2(1H)-one